5,5-dichloro-5H-dibenzosilol Cl[Si]1(C2=C(C3=C1C=CC=C3)C=CC=C2)Cl